O1CCC(=CC1)N1N=C(C(=N1)C(C=C(CC)O)=O)NCC1=CC=C(C=C1)OC 1-(2-(3,6-dihydro-2H-pyran-4-yl)-5-((4-methoxybenzyl)amino)-2H-1,2,3-triazol-4-yl)-3-hydroxypent-2-en-1-one